OC1=C(C=C(C(=C1)OC)O)C(=O)C=1SC2=C(N1)C=C(C=C2)O (2,5-dihydroxy-4-methoxyphenyl)(5-hydroxybenzo[d]thiazol-2-yl)methanone